CC1=CC(=C(C(=C1C(=O)O)O)C)O The molecule is a dihydroxybenzoic acid that is o-orsellinic acid in which the hydrogen at position 3 is substituted by a methyl group. It has a role as a fungal metabolite, an antibacterial agent and an Aspergillus metabolite. It is a dihydroxybenzoic acid and a member of resorcinols. It derives from an o-orsellinic acid. It is a conjugate acid of a 3-methylorsellinate.